[Ag].[Ni].BrC1=C(C=C(C=C1)NC(C1=CN=C(C=C1)C1=C(C=C(C=C1)C1=NOC(=N1)C)F)=O)OCCN(C)C N-(4-bromo-3-(2-(dimethylamino)ethoxy)phenyl)-6-(2-fluoro-4-(5-methyl-1,2,4-oxadiazol-3-yl)phenyl)nicotinamide Nickel-silver